C1(CCC1)COC(=O)NCC1=C(N=NN1C)C1=CC=C(C(=N1)C)O[C@@H]1C[C@H](CCC1)C(=O)O (1S,3S)-3-((6-(5-((((cyclobutyl-methoxy)carbonyl)amino)methyl)-1-methyl-1H-1,2,3-triazol-4-yl)-2-methylpyridin-3-yl)oxy)cyclohexane-1-carboxylic acid